C=1(C(=CC=CC1)C(=O)OC1=C(C=CC=C1)S(=O)(=O)O)C toluoyloxybenzenesulfonic acid